naphtho[2,1-b]thiophene-2-carbaldehyde C=1C2=C(SC1C=O)C=CC1=CC=CC=C12